NCC1=C(C(=O)O)C=CC=C1 2-Aminomethylbenzoic acid